NC1=C(C2=C(S1)C(C(CC2)(COC)CC2CC2)=O)C(=O)N 2-Amino-6-(cyclopropylmethyl)-6-(methoxymethyl)-7-oxo-4,5,6,7-tetrahydrobenzo[b]thiophene-3-carboxamide